C(C)OC(CC(O)C1=C(C=CC(=C1)C1=CC=C(C=C1)Cl)F)=O 3-[5-(4-chlorophenyl)-2-fluoro-phenyl]-3-hydroxy-propionic acid ethyl ester